ClC=1C=CC(=NC1)C1(CCC(CC1)N1C[C@H](CC1)CNC(OCC)=O)C#N ethyl {(3R)-1-[4-(5-chloropyridin-2-yl)-4-cyanocyclohexyl]pyrrolidin-3-yl}methylcarbamate